C(C)(C)(C)OC(=O)N1CCN(CC1)C1=NC=NC(=C1C)C=1C=NC2=CC=CC=C2C1 4-(5-methyl-6-(quinolin-3-yl)pyrimidin-4-yl)piperazine-1-carboxylic acid tert-butyl ester